FC(C1=NC(=NO1)C=1C=C2CC[C@H](C2=CC1)NC(=O)N1CCCC1)F (R)-N-(5-(5-(difluoromethyl)-1,2,4-oxadiazol-3-yl)-2,3-dihydro-1H-inden-1-yl)pyrrolidine-1-carboxamide